tert-butyl 6-(8-(benzo[d]thiazol-2-ylcarbamoyl)-3,4-dihydroisoquinolin-2(1H)-yl)-3-(3-((7-(2-ethoxy-2-oxoethyl)-7-azaspiro[3.5]nonan-2-yl)methoxy)-2-(trifluoromethyl)phenyl)picolinate S1C(=NC2=C1C=CC=C2)NC(=O)C=2C=CC=C1CCN(CC21)C2=CC=C(C(=N2)C(=O)OC(C)(C)C)C2=C(C(=CC=C2)OCC2CC1(C2)CCN(CC1)CC(=O)OCC)C(F)(F)F